4-(2-amino-4-hydroxy-7H-pyrrolo[2,3-d]pyrimidin-6-yl)-1-(4-methoxybenzyl)pyridin-1-ium bromide [Br-].NC=1N=C(C2=C(N1)NC(=C2)C2=CC=[N+](C=C2)CC2=CC=C(C=C2)OC)O